2-isopropyl-7-(4-isopropylphenyl)naphthalene C(C)(C)C1=CC2=CC(=CC=C2C=C1)C1=CC=C(C=C1)C(C)C